(S)-1-(2-((1s,4r)-4-((1H-pyrazolo[3,4-b]pyridin-5-yl)oxy)-5'-chloro-2'-oxospiro[cyclohexane-1,3'-pyrrolo[3,2-b]pyridin]-1'(2'H)-yl)acetyl)pyrrolidine-2-carbonitrile N1N=CC=2C1=NC=C(C2)OC2CCC1(C(N(C=3C1=NC(=CC3)Cl)CC(=O)N3[C@@H](CCC3)C#N)=O)CC2